[Cl-].CO[Si](OC)(OC)CCCSC(N)=[NH2+] S-(TRIMETHOXYSILYLPROPYL)ISOTHIOURONIUM CHLORIDE